methyl 6-bromo-8-fluoro-7-methoxy-2-methyl-imidazo[1,2-a]pyridine-3-carboxylate BrC=1C(=C(C=2N(C1)C(=C(N2)C)C(=O)OC)F)OC